5-[6-(dimethylamino)-2,5-difluoro-3-pyridyl]-1-methyl-imidazole CN(C1=C(C=C(C(=N1)F)C1=CN=CN1C)F)C